ClC=1C=CC(=C(C1)S(=O)(=O)NC1=NOC2=C1C(=CC(=C2)CN2N=CC1=C2CN(C1)C(C#C)=O)OC)OC 5-chloro-2-methoxy-N-(4-methoxy-6-((5-propioloyl-5,6-dihydropyrrolo[3,4-c]pyrazol-1(4H)-yl)methyl)benzo[d]isoxazol-3-yl)benzenesulfonamide